1-Benzyl 7',8'-dimethyl 4'-hydroxyspiro[azetidine-3,2'-chroman]-1,7',8'-tricarboxylate OC1CC2(OC3=C(C(=CC=C13)C(=O)OC)C(=O)OC)CN(C2)C(=O)OCC2=CC=CC=C2